FC(C1=CC=CC(=N1)N(CC1=CC=C(C=C1)OC)CC1=CC=C(C=C1)OC)F 6-(difluoromethyl)-N,N-bis(4-methoxybenzyl)pyridin-2-amine